C(C)(CC)SSCCC1=CC=CC2=CC=CC=C12 1-(sec-butyl)-2-(2-(naphthalen-1-yl)ethyl)disulfane